BrC1=C(C=CC(=C1)OC)C1=C(C=CC=C1)C#C 2-bromo-2'-ethynyl-4-methoxy-1,1'-biphenyl